NC(=S)OCC Thionourethan